NCCN1C(COCC1)=O 4-(2-aminoethyl)morpholin-3-one